BrC=1C=C(C2=C(OC3=C2C=CC=C3)C1)N(C1=CC=CC=C1)C1=CC=CC=C1 3-bromo-N,N-diphenyldibenzo[b,d]furan-1-amine